(1s,3s)-1-(5-bromopyridin-2-yl)-3-(5-((2,4-dimethoxybenzyl)amino)-7-methoxy-[1,2,4]triazolo[1,5-c]quinazolin-2-yl)cyclobutan-1-ol BrC=1C=CC(=NC1)C1(CC(C1)C1=NN2C(=NC=3C(=CC=CC3C2=N1)OC)NCC1=C(C=C(C=C1)OC)OC)O